1,5-anhydro-2,3-dideoxy-3-(7,8-dimethyl-6-((6-methylpyridin-3-yl)methyl)-4-oxoquinazolin-3(4H)-yl)-L-threo-pentitol CC1=C(C=C2C(N(C=NC2=C1C)[C@H]1CCOC[C@@H]1O)=O)CC=1C=NC(=CC1)C